N1CC(C1)OC=1C=CC(=C(C(=O)N[C@H](C)C2=CC(=CC=C2)C=2SC=CC2)C1)C (R)-5-(azetidin-3-yloxy)-2-methyl-N-(1-(3-(thiophen-2-yl)phenyl)ethyl)benzamide